3-(3-(cyclopropylmethyl)-7-((3-fluoro-1-methylpiperidin-4-yl)amino)thieno[2,3-c]pyridin-2-yl)prop-2-yn C1(CC1)CC1=C(SC2=C(N=CC=C21)NC2C(CN(CC2)C)F)C#CC